C12OCC(N(C1)C1=CC=3C(N=C1)=NNC3)CC2 5-{2-oxa-5-azabicyclo[2.2.2]octan-5-yl}-2H-pyrazolo[3,4-b]pyridin